C1(CC1)C1=CC(=NO1)CC(=O)NC1=NC=CC(=C1)C1=C(C2=NC=CC=C2N1)C1=NC=CC=C1 2-(5-cyclopropylisoxazol-3-yl)-N-[4-[3-(2-pyridyl)-1H-pyrrolo[3,2-b]pyridin-2-yl]-2-pyridyl]acetamide